C(C)(C)(C)OC(NC1=NNC2=C(C=CC=C12)C1(CC1)C)=O (7-(1-methylcyclopropyl)-1H-indazol-3-yl)carbamic acid tert-butyl ester